octadecane-9,12-diene-1-ol C(CCCCCCCC=CCC=CCCCCC)O